FC1=CC=C(C(=O)NC2(CC2)C2=NC=3CCCC(C3C=C2)C2=NC(=NC=C2)C)C=C1 4-Fluoro-N-(1-(5-(2-methylpyrimidin-4-yl)-5,6,7,8-tetrahydrochinolin-2-yl)cyclopropyl)benzamid